C(C)(C)(C)C=1N=C(C2=C(N1)N(N=N2)CC2=C(C=CC=C2)Cl)N2CC(CC2)N=C=S 5-tert-butyl-3-[(2-chlorophenyl)methyl]-7-(3-isothiocyanatopyrrolidin-1-yl)-3H-[1,2,3]Triazolo[4,5-d]Pyrimidine